2-[[3-[(5-methylpyrazol-1-yl)methyl]-1-adamantyl]oxy]ethanol CC1=CC=NN1CC12CC3(CC(CC(C1)C3)C2)OCCO